(R)-N-((S)-2-chloro-4,6-dihydrospiro[cyclopenta[d]thiazol-5,4'-piperidin]-6-yl)-2-methylpropane-2-sulfinamide ClC=1SC2=C(N1)CC1(CCNCC1)[C@@H]2N[S@](=O)C(C)(C)C